2-((3-(isoquinolin-4-yl)-2,4-dioxo-6-(trifluoromethyl)-3,4-dihydroquinazolin-1(2H)-yl)methyl)acrylic acid C1=NC=C(C2=CC=CC=C12)N1C(N(C2=CC=C(C=C2C1=O)C(F)(F)F)CC(C(=O)O)=C)=O